5-(3-fluoroimidazo[1,2-a]pyridin-6-yl)-N-(2-(4-methylpiperazin-1-yl)pyridin-4-yl)-7H-pyrrolo[2,3-d]pyrimidin-2-amine FC1=CN=C2N1C=C(C=C2)C2=CNC=1N=C(N=CC12)NC1=CC(=NC=C1)N1CCN(CC1)C